C(=C)CCCCCCCCCCCCCCCCCC[SiH](C)C vinyloctadecyldimethylsilane